tert-butyl 4-(6-chloro-1H-pyrazolo[4,3-c]pyridin-1-yl)-3,6-dihydropyridine-1(2H)-carboxylate ClC1=CC2=C(C=N1)C=NN2C=2CCN(CC2)C(=O)OC(C)(C)C